FC1=CC=C2CCCN(C2=C1)C(=O)C=1C=CC=2N(C1)C(=CN2)C=2C=CC(=NC2)NC(OC)=O methyl N-[5-[6-(7-fluoro-3,4-dihydro-2H-quinoline-1-carbonyl)imidazo[1,2-a]pyridin-3-yl]-2-pyridyl]carbamate